(6aR,7R,10aS)-4-(2-fluorophenyl)-2-(2-(hydroxymethyl)pyridin-4-yl)-7,10a-dimethyl-8-oxo-5,6,6a,7,8,10a-hexahydrobenzo[h]quinazoline-9-carbonitrile FC1=C(C=CC=C1)C1=NC(=NC=2[C@]3([C@H](CCC12)[C@H](C(C(=C3)C#N)=O)C)C)C3=CC(=NC=C3)CO